C(C=C)OC[C@H]1N(CCCC1)C1=CC(=C(C#N)C=C1N)Cl (S)-4-(2-((allyloxy)methyl)piperidin-1-yl)-5-amino-2-chlorobenzonitrile